2-bromo-2,2-difluoro-1-(5-fluoro-1,3-dihydro-2H-isoindol-2-yl)ethanone BrC(C(=O)N1CC2=CC=C(C=C2C1)F)(F)F